(S)-2-amino-N-(1-(7-fluoro-8-((1-methyl-1H-pyrazole-4-yl-5-d)ethynyl)-1-oxo-2-phenyl-1,2-dihydroisoquinolin-3-yl)ethyl)pyrazolo[1,5-a]pyrimidine-3-Carboxamide NC1=NN2C(N=CC=C2)=C1C(=O)N[C@@H](C)C=1N(C(C2=C(C(=CC=C2C1)F)C#CC=1C=NN(C1[2H])C)=O)C1=CC=CC=C1